BrC1=C(C=O)C(=CC=C1)OCC 2-bromo-6-ethoxybenzaldehyde